2,4,6-trihydroxy-N-(5-((trimethylsilyl)ethynyl)thiazol-2-yl)pyrimidine-5-carboxamide tert-butyl-(3R,4S)-4-hydroxy-3-[(4-nitrophenyl)sulfonylamino]piperidine-1-carboxylate C(C)(C)(C)OC(=O)N1C[C@H]([C@H](CC1)O)NS(=O)(=O)C1=CC=C(C=C1)[N+](=O)[O-].OC1=NC(=C(C(=N1)O)C(=O)NC=1SC(=CN1)C#C[Si](C)(C)C)O